NC1=CC=C(/C=C/C2=CC(=C(C(O2)=O)O)O)C=C1 (E)-6-(4-aminostyryl)-3,4-dihydroxy-2H-pyran-2-one